N,N-dimethylpiperazine-1-sulfonamide ethyl-4-(4-(N-(4-fluorophenyl)propanesulfonylamino)-2-(trifluoromethyl)phenyl)piperazine-1-carboxylate C(C)OC(=O)N1CCN(CC1)C1=C(C=C(C=C1)NS(=O)(=O)CCCC1=CC=C(C=C1)F)C(F)(F)F.CN(S(=O)(=O)N1CCNCC1)C